(3aR,7aS)-octahydro-1H-pyrrolo[2,3-c]pyridine-1-carboxylic acid tert-butyl ester C(C)(C)(C)OC(=O)N1CC[C@@H]2[C@H]1CNCC2